C1=CC=CC2=C1C(NC1=C(O2)C=CC=C1)=O Dibenzo[b,f][1,4]oxazepine-11(10H)-one